(S)-6-(1-(5-(1,3-Dimethyl-1H-1,2,4-triazol-5-yl)-7-((2-methyl-1H-imidazol-1-yl)methyl)-1-oxo-3,4-dihydroisoquinolin-2(1H)-yl)ethyl)-4-ethoxynicotinonitrile CN1N=C(N=C1C1=C2CCN(C(C2=CC(=C1)CN1C(=NC=C1)C)=O)[C@@H](C)C1=NC=C(C#N)C(=C1)OCC)C